C(C1=CC=CC=C1)O[C@](CO)(C(F)(F)F)C (R)-2-(benzyloxy)-3,3,3-trifluoro-2-methylpropan-1-ol